C1CCCCCCCCC(=O)OCCOC1=O ethylene 1,9-nonanedicarboxylate